ClC=1C=C(C=CC1F)C(C=1N(C=CN1)C(COC)C)C1=CC(=C(C=C1)F)Cl 2-(bis(3-chloro-4-fluorophenyl)methyl)-N-(1-methoxypropan-2-yl)-1H-imidazole